(S)-3-(3-cyclopropylpiperazin-1-yl)-1,2,4-triazine C1(CC1)[C@H]1CN(CCN1)C=1N=NC=CN1